ClC1=NC=C(C(=N1)NCC1=C(C=C(C=C1)C=1N(C=C(N1)C(F)(F)F)C)OCOC)NC 2-chloro-N4-[[2-(methoxymethoxy)-4-[1-methyl-4-(trifluoromethyl)imidazol-2-yl]phenyl]methyl]-N5-methyl-pyrimidine-4,5-diamine